Ethyl 10-methoxy-7-thia-2,5-diazatricyclo[6.4.0.02,6]dodeca-1(12),3,5,8,10-pentaene-4-carboxylate COC=1C=C2SC3=NC(=CN3C2=CC1)C(=O)OCC